BrC1=CC=C(C=C1)C=1N=C(SC1)NC(=O)C1=CSC=C1NC(C(F)(F)F)=O N-(4-(4-Bromophenyl)thiazol-2-yl)-4-(2,2,2-trifluoroacetamido)thiophene-3-carboxamide